2-(4,7-bis(carboxymethyl)-1,4,7-triazonan-1-yl)ethylazane C(=O)(O)CN1CCN(CCN(CC1)CC(=O)O)CCN